ClC1=C(C=CC(=C1F)OC)C1=CN=C(N1C)C(=O)NC1=CC(=C(C=C1)C(=O)N1CCN(CC1)C(=O)[C@H]1NC[C@H](C1)O)Cl 5-(2-chloro-3-fluoro-4-methoxy-phenyl)-N-[3-chloro-4-[4-[(2S,4S)-4-hydroxypyrrolidine-2-carbonyl]piperazine-1-carbonyl]phenyl]-1-methyl-imidazole-2-carboxamide